7,7'-Cycloheptane-1,1-diylbis(2,2,4-trimethyl-1,2-dihydroquinoline) C1(CCCCCC1)(C1=CC=C2C(=CC(NC2=C1)(C)C)C)C1=CC=C2C(=CC(NC2=C1)(C)C)C